dioxane-dione O1C(C(OCC1)=O)=O